4-(cyclopropylmethyl)tetrahydro-2H-pyran-4-carbonitrile C1(CC1)CC1(CCOCC1)C#N